C1=CCC=C2C3=CC=CC=C3N=C12 3H-carbazol